phthalazin-1-amine trifluoroacetate salt FC(C(=O)O)(F)F.C1(=NN=CC2=CC=CC=C12)N